N-(4-((5-([1,2,4]triazolo[1,5-a]pyridin-7-yl)-2-methoxyphenyl)amino)-7-methoxyquinazolin-6-yl)acrylamide N=1C=NN2C1C=C(C=C2)C=2C=CC(=C(C2)NC2=NC=NC1=CC(=C(C=C21)NC(C=C)=O)OC)OC